N-[(5-hydroxy-6-methoxy-1,3-benzothiazol-2-yl)methyl]carbamic acid tert-butyl ester C(C)(C)(C)OC(NCC=1SC2=C(N1)C=C(C(=C2)OC)O)=O